C1N(CCC2=CC=CC=C12)C[C@H](CN1C(C2=CC=C(C=C2CC1)OCC1CCN(CC1)CC)=O)O 2-[(2R)-3-(3,4-dihydro-1H-isoquinolin-2-yl)-2-hydroxy-propyl]-6-((1-ethyl-4-piperidyl)methoxy)-3,4-dihydroisoquinolin-1-one